CN(C(=O)C=1C=C(C=CC1)C1=CC(=CC=C1)C=1N=C(SC1)NC(=O)[C@H]1N(CC1)C(=O)C1=CN(C=C1)S(=O)(=O)C)C (S)-N-(4-(3'-(dimethylcarbamoyl)-[1,1'-biphenyl]-3-yl)thiazol-2-yl)-1-(1-(methylsulfonyl)-1H-pyrrole-3-carbonyl)azetidine-2-carboxamide